(3aR,6aS)-5-(4-fluoro-2-methyl-phenyl)-2,3,3a,4,6,6a-hexahydro-1H-pyrrolo[3,4-c]pyrrole FC1=CC(=C(C=C1)N1C[C@H]2[C@@H](C1)CNC2)C